ClC1=C(C(=CC=C1)F)N1C(C2=CC(=C(C=C2C(C1)=C(C)C)N1N=C(N(C1=O)CC)CO)F)=O 2-(2-chloro-6-fluorophenyl)-6-(4-ethyl-3-(hydroxymethyl)-5-oxo-4,5-dihydro-1H-1,2,4-triazol-1-yl)-7-fluoro-4-(propan-2-ylidene)-3,4-dihydroisoquinolin-1(2H)-one